(R)-3-(4-cyanophenethyl)-1-(2-(pyridin-2-yl)propan-2-yl)pyrrolidine-3-carbohydrazide C(#N)C1=CC=C(CC[C@@]2(CN(CC2)C(C)(C)C2=NC=CC=C2)C(=O)NN)C=C1